FC1=C(C(=CC=C1)F)N1CCCN(S1(=O)=O)CC(=O)NC1C2CC3(CC(CC1C3)C2)C(=O)N 4-(2-(6-(2,6-difluorophenyl)-1,1-dioxido-1,2,6-thiadiazinan-2-yl)acetamido)adamantan-1-carboxamide